ClC1=NC=2NC(C(NC2C=N1)=O)(C)C 2-chloro-7,7-dimethyl-7,8-dihydropteridin-6(5H)-one